aminotrimethylene sulfate S1(=O)(=O)OC(CCO1)N